CC1CN(C2=CC=CC(=C2C1)C)C(=O)C1=C(C=CC(=C1)N1N=C(N=C1)C(C)C)OC (3,4-dihydro-3,5-dimethyl-1(2H)-quinolinyl)[2-methoxy-5-[3-(1-methyl-ethyl)-1H-1,2,4-triazol-1-yl]phenyl]methanone